C1[SiH2][SiH2]C[SiH2][SiH2]1 2,3,5,6-tetra-silacyclohexane